2-(3-pyridylmethyl)-3-[6-(1H-pyrrol-2-yl)pyridazin-3-yl]oxoquinuclidine N1=CC(=CC=C1)CC1N2CC(C(C1C=1N=NC(=CC1)C=1NC=CC1)CC2)=O